ClC1=NC=C(C(=C1F)N1C(=NC(=CC1=O)OCC1=CC=C(C=C1)OC)C)C 3-(2-chloro-3-fluoro-5-methylpyridin-4-yl)-6-[(4-methoxyphenyl)methoxy]-2-methylpyrimidin-4-one